N1C=CC2=C(C=CC=C12)[C@@H](C)N[S@](=O)C(C)(C)C |&1:9| (R)-N-((R/S)-1-(1H-indol-4-yl)ethyl)-2-methylpropan-2-sulfinamide